N1=CC(=CC2=CC=CC=C12)[C@@H](C)NC=1C2=C(N=C(N1)N1CCN(CC1)C(C)=O)C=NN2C2CCOCC2 1-{4-[7-((R)-1-Quinolin-3-yl-ethylamino)-1-(tetrahydro-pyran-4-yl)-1H-pyrazolo[4,3-d]pyrimidin-5-yl]-piperazin-1-yl}-ethanon